tert-butyl 4-(4-(((2-(2,6-dioxopiperidin-3-yl)-1,3-dioxoisoindolin-4-yl)amino)methyl)-1H-pyrazol-1-yl)-2,6-dimethylpiperidine-1-carboxylate O=C1NC(CCC1N1C(C2=CC=CC(=C2C1=O)NCC=1C=NN(C1)C1CC(N(C(C1)C)C(=O)OC(C)(C)C)C)=O)=O